ClC1=C(C=2N(C=C1)C=NC2S(=O)(=O)Cl)F 7-chloro-8-fluoroimidazo[1,5-a]pyridine-1-sulfonyl chloride